N[C@@H]1C=2C(=NC=CC2)CC12CCN(CC2)C2=NC(=C1C(=N2)NN=C1C=1C(=NC=CC1)C(F)(F)F)C(=O)N (S)-6-(5-amino-5,7-dihydrospiro[cyclopenta[B]pyridin-6,4'-piperidin]-1'-yl)-3-(2-(trifluoromethyl)pyridin-3-yl)-1H-pyrazolo[3,4-d]pyrimidine-4-carboxamide